C=C=C=C butene-diene